7-(4-fluorophenyl)-3-methyl-5-(4-(trifluoromethoxy)phenyl)-3,5-dihydro-4H-imidazo[4,5-c]pyridin-4-one FC1=CC=C(C=C1)C=1C2=C(C(N(C1)C1=CC=C(C=C1)OC(F)(F)F)=O)N(C=N2)C